N-(1,3-dioxoisoindolin-2-yl)-N-methyl-3-(trifluoromethyl)picolinamide O=C1N(C(C2=CC=CC=C12)=O)N(C(C1=NC=CC=C1C(F)(F)F)=O)C